FC(C1=NN=C(S1)N1N=CC2=C(C=C(C=C12)S(=O)(=O)NC1(COC1)C)OC)F 1-(5-(difluoromethyl)-1,3,4-thiadiazol-2-yl)-4-methoxy-N-(3-methyloxetan-3-yl)-1H-indazole-6-sulfonamide